2-fluoro-N-(3-(4-iodophenyl)isoxazol-5-yl)-4-methoxybenzamide FC1=C(C(=O)NC2=CC(=NO2)C2=CC=C(C=C2)I)C=CC(=C1)OC